[Na+].CN1C(C(C(C=C1)=O)NC(N[C@@H](CC(=O)[O-])C=1C=C(C=CC1)C1=C(C=CC=C1)C)=O)=O (S)-3-(3-(1-methyl-4-oxo-2-oxo-1,2-dihydropyridin-3-yl)ureido)-3-(2'-methylbiphenyl-3-yl)propanoic acid sodium salt